butylidene-bis(6-tert-butyl-m-cresol) C(CCC)(C1=C(C=CC(=C1O)C(C)(C)C)C)C1=C(C=CC(=C1O)C(C)(C)C)C